ClCC([C@H](C[C@H]1C(NCCC1)=O)NC(OC(C)(C)C)=O)=O tert-butyl ((S)-4-chloro-3-oxo-1-((S)-2-oxopiperidin-3-yl)butan-2-yl)carbamate